ClCCCC1=NSC=N1 3-(3-chloropropyl)-1,2,4-thiadiazol